Cl.FC1=C(C=CC(=C1F)OC)C1=CN=C2N1C=CN=C2NC2=CC(=C(C(=O)O)C=C2)C 4-((3-(2,3-difluoro-4-methoxyphenyl)imidazo[1,2-a]pyrazin-8-yl)amino)-2-methylbenzoic acid hydrochloride